(tetratert-butylphenyl)-trifluoromethanesulfonic acid C(C)(C)(C)C=1C(=C(C(=C(C1)OS(=O)(=O)C(F)(F)F)C(C)(C)C)C(C)(C)C)C(C)(C)C